7-bromo-5-chloro-N,N-dimethyl-1-((2-(trimethylsilyl)ethoxy)methyl)-1H-pyrazolo[4,3-b]pyridin-3-amine BrC1=C2C(=NC(=C1)Cl)C(=NN2COCC[Si](C)(C)C)N(C)C